2-tert-butyl 1-methyl 5-oxohexahydrocyclopenta[c]pyrrole-1,2(1H)-dicarboxylate O=C1CC2C(C(N(C2)C(=O)OC(C)(C)C)C(=O)OC)C1